C1OC2=CC=C(C=C2O1)[SH2+] 4-methylenedioxyphenyl-sulfonium